(D)-threonic acid O=C([C@@H](O)[C@H](O)CO)O